C(C)(C)OC(C1=CC(=CC=C1)N1N=C(C(C1=O)C(NC1=CC(=CC=C1)C=1OC=CN1)=O)C)=O 3-(3-methyl-4-((3-(oxazol-2-yl)phenyl)carbamoyl)-5-oxo-4,5-dihydro-1H-pyrazol-1-yl)benzoic acid isopropyl ester